(3,5-dimethyl-3,4-dihydro-2H-quinolin-1-yl)-[5-(3-isopropyl-1,2,4-triazol-1-yl)-2-methoxy-phenyl]methanone CC1CN(C2=CC=CC(=C2C1)C)C(=O)C1=C(C=CC(=C1)N1N=C(N=C1)C(C)C)OC